ClC1=CN=C2N1C=C(C=N2)C=2C=CN1N=C(N=CC12)N[C@@H]1CC[C@@H](CC1)N1CCN(CC1)C 5-(3-chloroimidazo[1,2-a]pyrimidin-6-yl)-N-(cis-4-(4-methylpiperazin-1-yl)cyclohexyl)pyrrolo[2,1-f][1,2,4]triazin-2-amine